P(=O)(O)(O)OCC(C(O)C1=CNC2=CC=CC=C12)O (1S,2R)-1-C-(indol-3-yl)-glycerol 3-phosphate